ClC1=C(C=CC=C1C1C(NC(CC1)=O)=O)C1=C(C=C(C=C1)OCC1=NN(C=C1)C)Cl 3-(2,2'-dichloro-4'-((1-methyl-1H-pyrazol-3-yl)methoxy)-[1,1'-biphenyl]-3-yl)piperidine-2,6-dione